N-[2-chloro-5-[4-(1-phenylethylamino)quinazolin-6-yl]-3-pyridyl]methanesulfonamide ClC1=NC=C(C=C1NS(=O)(=O)C)C=1C=C2C(=NC=NC2=CC1)NC(C)C1=CC=CC=C1